C(CC)C(CCC)C1=C(C(=CC=C1)C(CCC)CCC)N1CN(C(=C1Cl)Cl)C1=C(C=CC=C1C(CCC)CCC)C(CCC)CCC 1,3-bis[2,6-bis(1-propylbutyl)phenyl]-4,5-dichloro-imidazol